2,4-dihydroxy-5-isopropyl-N-methyl-N-(1-methyl-1H-indol-5-yl)benzamide OC1=C(C(=O)N(C=2C=C3C=CN(C3=CC2)C)C)C=C(C(=C1)O)C(C)C